methyl (2S)-2-[[(benzyloxy) carbonyl]amino]-3-[3-(4,4,5,5-tetramethyl-1,3,2-dioxaborolan-2-yl)bicyclo[1.1.1]pentan-1-yl]propanoate C(C1=CC=CC=C1)OC(=O)N[C@H](C(=O)OC)CC12CC(C1)(C2)B2OC(C(O2)(C)C)(C)C